1-(2,2-dimethyl-1,3-dioxan-5-yl)-N-methyl-methylamine CC1(OCC(CO1)CNC)C